4-((2-methyl-5-((trimethylsilyl)ethynyl)phenyl)sulfonyl)morpholine CC1=C(C=C(C=C1)C#C[Si](C)(C)C)S(=O)(=O)N1CCOCC1